4,4'-bis[N-(3-methylphenyl)-N-phenylamino]biphenyl CC=1C=C(C=CC1)N(C1=CC=CC=C1)C1=CC=C(C=C1)C1=CC=C(C=C1)N(C1=CC(=CC=C1)C)C1=CC=CC=C1